C(C=C)(=O)O.COC(C1=CC(O)=C(O)C(O)=C1)=O gallic acid methyl ester acrylate